C(C)(C)(C)OC(N[C@H]1C/C=C/[C@H](C(NC=2C=NN(C2C=2N=CC=C1C2)C)=O)C)=O N-[(9R,10E,13S)-3,9-dimethyl-8-oxo-3,4,7,17-tetraazatricyclo[12.3.1.02,6]Octadeca-1(18),2(6),4,10,14,16-hexaen-13-yl]Carbamic acid tert-butyl ester